C(#C)C1=C(C=C(C(=O)N2C3CN(CC2C3)C3=CC=C(C=N3)C=3C=2N(C=C(C3)C=3C=NN(C3)C)N=CC2C#N)C=C1)F 4-(6-(6-(4-ethynyl-3-fluorobenzoyl)-3,6-diazabicyclo[3.1.1]heptan-3-yl)pyridin-3-yl)-6-(1-methyl-1H-pyrazol-4-yl)pyrazolo[1,5-a]pyridine-3-carbonitrile